(S)-1-(oxetan-2-ylmethyl)-5-(((triisopropylsilyl)oxy)methyl)-1H-imidazole O1[C@@H](CC1)CN1C=NC=C1CO[Si](C(C)C)(C(C)C)C(C)C